C12(CC3CC(CC(C1)C3)C2)C=2C(=C(C=C(C2)C)C2=C(C=CC(=C2)OCCCCCCCC)B2OC(C(O2)(C)C)(C)C)OCOC 2-(3'-(adamantan-1-yl)-2'-(methoxymethoxy)-5'-methyl-5-(octyloxy)-[1,1'-biphenyl]-2-yl)-4,4,5,5-tetramethyl-1,3,2-dioxaborolane